2-((3-(aminomethyl)-1-(2,5,8,11,14,17,20,23,26,29,32,35-dodecaoxaoctatriacontan-38-oyl)azetidin-3-yl)oxy)acetic acid NCC1(CN(C1)C(CCOCCOCCOCCOCCOCCOCCOCCOCCOCCOCCOCCOC)=O)OCC(=O)O